C(C(C)C)NC(=O)C1=CC(=C(C=C1)C=1C(=CC2=C(OCCCC3=C2SC=C3)C1)C(=O)O)C(=O)OC 9-(4-(isobutylcarbamoyl)-2-(methoxycarbonyl)phenyl)-5,6-dihydro-4H-benzo[b]thieno[2,3-d]oxocine-10-carboxylic acid